ethyl 2-[2-[2-[2-[2-[2-[2-[2-(p-tolylsulfonyloxy)ethoxy]ethoxy]ethoxy]ethoxy]ethoxy]ethoxy]ethoxy]acetate C1(=CC=C(C=C1)S(=O)(=O)OCCOCCOCCOCCOCCOCCOCCOCC(=O)OCC)C